FC=1C=C2C(=NN(C2=CC1C(=O)NC=1C=CC=2N(C1)C=C(N2)C2N(CCC2)C)C)C 5-fluoro-1,3-dimethyl-N-[2-(1-methylpyrrolidin-2-yl)imidazo[1,2-a]pyridin-6-yl]-1H-indazole-6-carboxamide